FC1=C(C=CC=C1)C1=NOC(=C1)C1=CC=C(C=C1)[N+](=O)[O-] 3-(2-fluorophenyl)-5-(4-nitrophenyl)-isoxazole